methyl (E)-3-(5-(N-((4'-(dimethylamino)-3-fluoro-[1,1'-biphenyl]-4-yl)methyl)cyclohexanecarboxamido)pyridin-3-yl)acrylate CN(C1=CC=C(C=C1)C1=CC(=C(C=C1)CN(C(=O)C1CCCCC1)C=1C=C(C=NC1)/C=C/C(=O)OC)F)C